7-[[5-(4-hydroxy-1-piperidyl)-2-pyridyl]amino]-4-(1-methylpyrrolo[2,3-b]pyridin-4-yl)-2,3-dihydropyrrolo[3,4-c]pyridin-1-one OC1CCN(CC1)C=1C=CC(=NC1)NC=1C2=C(C(=NC1)C1=C3C(=NC=C1)N(C=C3)C)CNC2=O